[2,4-Difluoro-5-(7-morpholin-4-yl-quinazolin-4-yl)-phenyl]pyridin-2-yl-methanol FC1=C(C=C(C(=C1)F)C1=NC=NC2=CC(=CC=C12)N1CCOCC1)C(O)C1=NC=CC=C1